FC1=CC(=C(C=C1)C=O)C (4-fluoro-2-methyl-phenyl)methanone